C[C@@H]1CC2=NN3C(C4=C(CCC3)C=CC=N4)=C2CN1C(=O)OC(C)(C)C (11R)-tert-Butyl 11-methyl-6,7,10,11-tetrahydro-5H-pyrido[2,3-c]-pyrido[4',3':3,4]pyrazolo[1,5-a]azepine-12(13H)-carboxylate